OC(=O)C(F)(F)F.CC1=C2C(=NC(=C1)OCCC1=CC=C(C=C1)C(F)(F)F)C(=CN2)N 7-methyl-5-{2-[4-(trifluoromethyl)phenyl]ethoxy}-1H-pyrrolo[3,2-b]pyridin-3-amine TFA salt